C(C)(C)(C)C1=NN(C(=C1)C(=O)N1CC2(C1)C=C(C(C(C2)(C)C)=O)C#N)C 2-(3-tert-butyl-1-methyl-1H-pyrazole-5-carbonyl)-8,8-dimethyl-7-oxo-2-azaspiro[3.5]non-5-ene-6-carbonitrile